2-(1-(2',4',6'-trimethyl-[1,1'-biphenyl]-4-yl)butyl)-2H-imidazole-5-carboxylic acid methyl ester COC(=O)C=1C=NC(N1)C(CCC)C1=CC=C(C=C1)C1=C(C=C(C=C1C)C)C